CCN(CC)CCN1C(=O)CN=C(C2=C1C=CC(=C2)Cl)C3=CC=CC=C3F The molecule is a 1,4-benzodiazepinone that is 1,3-dihydro-2H-1,4-benzodiazepin-2-one substituted by a 2-(diethylamino)ethyl group, 2-fluorophenyl group and chloro group at positions 1, 5 and 7, respectively. It is a partial agonist of GABAA receptors and used for the treatment of insomnia. It has a role as a sedative, an anticonvulsant, a GABAA receptor agonist and an anxiolytic drug. It is a 1,4-benzodiazepinone, an organochlorine compound, a member of monofluorobenzenes and a tertiary amino compound.